2-butyl-1,2-benzothiazol-3-one C(CCC)N1SC2=C(C1=O)C=CC=C2